ClC1=CC=C(C=N1)[C@@H](CC=O)NC(OC(C)(C)C)=O tert-butyl (R)-(1-(6-chloropyridin-3-yl)-3-oxopropyl)carbamate